(S)-tert-butyl 2-(2-amino-5-(1,3,4-oxadiazol-2-yl) pyrimidin-4-ylamino)-2-phenylethylcarbamate NC1=NC=C(C(=N1)N[C@H](CNC(OC(C)(C)C)=O)C1=CC=CC=C1)C=1OC=NN1